4-{3-Methoxy-4-[(2-methylphenyl)methoxy]phenyl}-2H,4H,5H,6H,7H-pyrazolo[3,4-b]pyridin-6-one COC=1C=C(C=CC1OCC1=C(C=CC=C1)C)C1C=2C(NC(C1)=O)=NNC2